N-(4-bromo-3-methoxybenzylidene)-2-methylpropan-2-sulfinamide BrC1=C(C=C(C=NS(=O)C(C)(C)C)C=C1)OC